9-bromo-7-(((tert-butyldiphenylsilyl)oxy)methyl)-3,4-dihydrobenzo[f][1,4]oxazepin-5(2H)-one BrC1=CC(=CC=2C(NCCOC21)=O)CO[Si](C2=CC=CC=C2)(C2=CC=CC=C2)C(C)(C)C